[Ca+2].[Na+].[Na+].[Ca+2].C(N(CC(=O)[O-])CC(=O)[O-])CN(CC(=O)[O-])CC(=O)[O-] edetate calcium disodium calcium